N-((2S,3R)-1-cyclopropyl-2-(3,4-difluorophenyl)pyrrolidin-3-yl)-4-(trifluoromethoxy)benzenesulfonamide C1(CC1)N1[C@H]([C@@H](CC1)NS(=O)(=O)C1=CC=C(C=C1)OC(F)(F)F)C1=CC(=C(C=C1)F)F